2-(4-cyclopropyl-6-methoxypyrimidin-5-yl)-4-((4-(1-methyl-4-(trifluoromethyl)-1H-imidazol-2-yl)benzyl)oxy)-5-((2-(trimethylsilyl)ethoxy)methyl)-5H-pyrrolo[3,2-d]pyrimidine C1(CC1)C1=NC=NC(=C1C=1N=C(C2=C(N1)C=CN2COCC[Si](C)(C)C)OCC2=CC=C(C=C2)C=2N(C=C(N2)C(F)(F)F)C)OC